CN1S(C2=C(C(C3=C1C=CC=C3)NCCCCCCC(=O)O)C=CC(=C2)C2=CSC=C2)(=O)=O 7-((6-methyl-5,5-dioxido-3-(thiophen-3-yl)-6,11-dihydrodibenzo[c,f][1,2]thiazepin-11-yl)amino)heptanoic acid